calcium water oxalate C(C(=O)[O-])(=O)[O-].O.[Ca+2]